ClC=1C(=C(C=C(C1)C(F)(F)F)C1(CC(=NO1)C1=CC(=C(C(=O)O)C=C1)C)C(F)F)F 4-[5-[3-chloro-2-fluoro-5-(trifluoromethyl)phenyl]-5-(difluoromethyl)-4H-isoxazol-3-yl]-2-methyl-benzoic acid